[S-]C#N.[K+].BrC=1C=C(C2=CN(N=C2C1)C(C(=O)OCC)C1=C2N(C(N1)=S)CCC2)F Ethyl 2-(6-bromo-4-fluoro-indazol-2-yl)-2-(3-thioxo-2,5,6,7-tetrahydropyrrolo[1,2-c]imidazol-1-yl)acetate Potassium thiocyanate